C(C)CC(CC(=O)[O-])=O.C(C)CC(CC(=O)[O-])=O.[Al+2].C(C(C)(C)C)(=O)CC(C(C)(C)C)=O mono(dipivaloylmethane) aluminum bis(ethylacetoacetate)